methyl 3-(4-((3-bromo-1-cyclopentyl-1H-indazol-6-yl)methoxy)-3,5-difluorophenyl)butanoate BrC1=NN(C2=CC(=CC=C12)COC1=C(C=C(C=C1F)C(CC(=O)OC)C)F)C1CCCC1